7-(2-isopropylphenyl)-1-([4-[1-methyl-4-(trifluoromethyl)imidazol-2-yl]phenyl]methyl)-3H,4H-pyrimido[4,5-d][1,3]diazin-2-one C(C)(C)C1=C(C=CC=C1)C1=NC=C2C(=N1)N(C(NC2)=O)CC2=CC=C(C=C2)C=2N(C=C(N2)C(F)(F)F)C